(4Z)-2-(1-Adamantylamino)-4-(6-isoquinolylmethylene)-1H-imidazol-5-one C12(CC3CC(CC(C1)C3)C2)NC=2NC(/C(/N2)=C/C=2C=C3C=CN=CC3=CC2)=O